CNC(=O)C=1C=CC2=C(NC(C3N2CCNC3)=O)N1 (+)-N-Methyl-5-oxo-2,3,4,4a,5,6-hexahydro-1H-pyrazino[1,2-a]pyrido[2,3-e]pyrazine-8-carboxamide